[Na].[Cu].[S].N1=CC=CC=C1 pyridine sulfur copper sodium salt